boron trifluoride pyrosulfate S(=O)(=O)(O)OS(=O)(=O)O.B(F)(F)F